C(C=C)(=O)O.C(C=C)(=O)O.C(C=C)(=O)O.C(C=C)(=O)O.C(CCC)(O)O butanediol tetraacrylate